NC1=CC=2N(C(N(CC2C=N1)C1=C(C=CC=C1C)F)=O)[C@@H]1CCN(CCC1)C 7-amino-3-(2-fluoro-6-methyl-phenyl)-1-[(4S)-1-methylazepan-4-yl]-4H-pyrido[4,3-d]pyrimidin-2-one